COC=1C=C(C=CC1OC1CC(C1)N1CCOCC1)NC1=NC=CC(=N1)NC=1C=NC2=CC=CC=C2C1 2-{3-methoxy-4-[(1r,3r)-3-morpholinocyclobutoxy]phenylamino}-4-(3-quinolylamino)pyrimidine